1,3-dimethylpentanylamine CC(CC(CC)C)N